CC1=C(C(=C(C(=C1CC1=NNC=N1)C)CC1=NNC=N1)C)CC1=NNC=N1 ((2,4,6-trimethyl-1,3,5-benzenetriyl)tris(methylene))tris-1,2,4-triazole